2-(1-(5-(benzyloxy)-2-bromophenyl)ethoxy)-2-cyclohexyl-N-methoxy-N-methylacetamide C(C1=CC=CC=C1)OC=1C=CC(=C(C1)C(C)OC(C(=O)N(C)OC)C1CCCCC1)Br